COC=1C=C(C=O)C=CC1OCC(=O)N1CCOCC1 3-methoxy-4-(2-morpholino-2-oxoethoxy)benzaldehyde